(R)-2-(6-nitro-4-oxo-2-(pyrrolidin-2-yl)quinazolin-3(4H)-yl)benzonitrile [N+](=O)([O-])C=1C=C2C(N(C(=NC2=CC1)[C@@H]1NCCC1)C1=C(C#N)C=CC=C1)=O